CS(=O)(=O)NC=1C=C(C=CC1)NC(C1=C(C=CC=C1)C(=O)C=1SC=CC1)=O N-(3-(methylsulfonamido)phenyl)-2-(thiophene-2-carbonyl)benzamide